N,N,N',N'-tetrakis(3-methoxybenzyl)hexanediamide COC=1C=C(CN(C(CCCCC(=O)N(CC2=CC(=CC=C2)OC)CC2=CC(=CC=C2)OC)=O)CC2=CC(=CC=C2)OC)C=CC1